CC(CC)N 2-Butanamine